ClC=1C(=NC(=NC1)N[C@H]1[C@@H](CS(CC1)(=O)=O)O)C=1C=C(C2=C(N(C(=N2)C(C)(C)O)C(C)C)C1)F |o1:8,9| (3S*,4R*)-4-((5-chloro-4-(4-fluoro-2-(2-hydroxypropan-2-yl)-1-isopropyl-1H-benzo[d]imidazol-6-yl)pyrimidin-2-yl)amino)-3-hydroxytetrahydro-2H-thiopyran 1,1-dioxide